C(#N)C=1C(=CC=2OC[C@@H]3N(C2N1)CCN(C3)C(=O)OC(C)(C)C)[N+](=O)[O-] tert-butyl (R)-2-cyano-3-nitro-6a,7,9,10-tetrahydropyrazino[1,2-d]pyrido[3,2-b][1,4]oxazine-8(6H)-carboxylate